FC(C(=O)NNC(C1=CC=C(C=C1)NC1=NC=CC=N1)=O)F N'-(2,2-difluoroacetyl)-4-(pyrimidin-2-ylamino)benzoyl-hydrazine